3-((1-methyl-1H-pyrazol-3-yl)ethynyl)-5-nitropyridin-2-amine CN1N=C(C=C1)C#CC=1C(=NC=C(C1)[N+](=O)[O-])N